BrC=1C=CC2=C(C(OC2CCO)=O)C1 6-bromo-3-(2-hydroxyethyl)-1,3-dihydro-2-benzofuran-1-one